N,N,N',N'-TetramethylEthylendiamin CN(CCN(C)C)C